2,5-dichloro-3-(2-morpholin-4-yl-1,3-thiazol-5-yl)-6-piperidin-1-yl-cyclohexa-2,5-diene-1,4-dione ClC=1C(C(=C(C(C1C1=CN=C(S1)N1CCOCC1)=O)Cl)N1CCCCC1)=O